C1N(CCC2=CC=CC=C12)C1CC2=CN(N=C2CC1)C1=NC=CC=C1 5-(3,4-dihydro-1H-isoquinolin-2-yl)-2-(pyridin-2-yl)-4,5,6,7-tetrahydro-2H-indazole